C1(=CC=CC=C1)C(N1C(C(C1)=O)(C)C)C1=CC=CC=C1 1-(Diphenylmethyl)-2,2-dimethylazetidin-3-one